C(CCCCCC)OC(NC1=CC=CC=C1)=O N-phenyl-carbamic acid heptyl ester